NC=1C(=NC=2C=C3C(=CC2C1)OCC3)C(C)(C)O 2-(7-amino-2,3-dihydrofuro[2,3-g]quinolin-6-yl)propan-2-ol